diethyl-3-bromophthalic acid C(C)C1=C(C(=C(C(C(=O)O)=C1)C(=O)O)Br)CC